3,4-Methylenedioxycinnamic acid-N,N-diphenylamide C1(=CC=CC=C1)N(C(C=CC1=CC2=C(C=C1)OCO2)=O)C2=CC=CC=C2